N1[C@H](CCC1)C(=O)O D-Proline